CNS(OCC(=O)NC=1SC(=C(N1)C)OC1=CC=C(C=C1)OC)(=O)=O 2-((5-(4-methoxyphenoxy)-4-methylthiazol-2-yl)amino)-2-oxoethyl methylsulfamate